5-{6-[2-(4,5-Difluoro-2-methyl-indol-1-yl)-ethylamino]-pyrimidin-4-yl}-3-ethoxy-thiophene-2-carboxylic acid FC1=C2C=C(N(C2=CC=C1F)CCNC1=CC(=NC=N1)C1=CC(=C(S1)C(=O)O)OCC)C